ClC=1N(C(N(C1C1=CC=C(C=C1)Cl)C[C@@H](C(F)(F)F)O)=O)CC1=NC(=NN1C1=CC(=CC=C1)F)[C@H](C)O 4-chloro-5-(4-chlorophenyl)-3-((1-(3-fluorophenyl)-3-((S)-1-hydroxyethyl)-1H-1,2,4-triazol-5-yl)methyl)-1-((S)-3,3,3-trifluoro-2-hydroxypropyl)-1,3-dihydro-2H-imidazol-2-one